N-cyclohexyl-5-(4-trifluoromethylphenyl)pyrazolo[1,5-a]pyrimidin-7-amine C1(CCCCC1)NC1=CC(=NC=2N1N=CC2)C2=CC=C(C=C2)C(F)(F)F